COC1=CC=2N(N=C1)C(C=C(N2)C(F)(F)F)=O 8-methoxy-2-(trifluoromethyl)-4H-pyrimido[1,2-b]pyridazin-4-one